ClC=1C(=C2C=NN(C2=C(C1)C1CC1)C1CC1)C#CC1=NN(C(=C1C#N)NCC1=CC=C(C=C1)OC)[C@@H]1CN(CC1)C(=O)OC(C)(C)C tert-butyl (S)-3-(3-((5-chloro-1,7-dicyclopropyl-1H-indazol-4-yl)ethynyl)-4-cyano-5-((4-methoxybenzyl)amino)-1H-pyrazol-1-yl)pyrrolidine-1-carboxylate